C1(=CC=CC1)C/C(=N/C1=CC=C(C=C1)OC)/C1=CC=CC=C1 (Z)-2-(cyclopenta-1,3-dien-1-yl)-N-(4-methoxyphenyl)-1-phenylethan-1-imine